2-Chloro-5-fluoro-3-[[1-(trifluoromethyl)cyclopropyl]methoxy]benzoic acid ClC1=C(C(=O)O)C=C(C=C1OCC1(CC1)C(F)(F)F)F